The molecule is a member of the class of aminopyrimidine that is N-phenylpyrimidin-2-amine carrying additional cyclopropyl and methyl substituents at positions 4 and 6 respectively. A broad spectrum fungicide used to control a range of pathogens including Tapesia yallundae, Botrytis spp., Alternaria spp. and Rhynchospium secalis. Whilst it is a recognised irritant no serious human health concerns have been identified. It is moderately toxic to birds as well as most aquatic organisms and earthworms, but it is not considered toxic to honeybees. It has a role as an aryl hydrocarbon receptor agonist, an environmental contaminant, a xenobiotic and an antifungal agrochemical. It is an aminopyrimidine, a secondary amino compound, a member of cyclopropanes and an anilinopyrimidine fungicide. CC1=CC(=NC(=N1)NC2=CC=CC=C2)C3CC3